5-bromo-4-ethyl-2-methyl-thiazole BrC1=C(N=C(S1)C)CC